2-(4-(bis(2-chloroethyl)amino)phenoxy)acetic acid ClCCN(C1=CC=C(OCC(=O)O)C=C1)CCCl